[Sn].C(CCC)C=C(CCCC)CCCC tributyl-ethylene tin